FC=1C(=C2C(NCC2=CC1)=O)NC=1C(C(C1OC)=O)=O 3-((5-fluoro-3-oxoisoindolin-4-yl)amino)-4-methoxycyclobut-3-ene-1,2-dione